3-(1-Hydroxy-prop-2-yl)-6,8-bis(1-methyl-1H-pyrazol-4-yl)pyrido[3,4-d]pyrimidin-4(3H)-one OCC(C)N1C=NC2=C(C1=O)C=C(N=C2C=2C=NN(C2)C)C=2C=NN(C2)C